O1CCN(CC1)C1=CC=C(C=C1)C(CCC)=O 4-morpholinophenyl-1-butanone